(6-amino-5-chloro-2-(4-chloro-2-fluoro-3-methoxyphenyl)pyrimidine-4-carbonyl)glycine methyl ester COC(CNC(=O)C1=NC(=NC(=C1Cl)N)C1=C(C(=C(C=C1)Cl)OC)F)=O